(3-Chlorophenyl)(1-(3-chlorophenyl)cyclopropyl)methyl ((S)-3-cyclohexyl-1-(((S)-1-hydroxy-3-((S)-2-oxopyrrolidin-3-yl)propan-2-yl)amino)-1-oxopropan-2-yl)carbamate C1(CCCCC1)C[C@@H](C(=O)N[C@H](CO)C[C@H]1C(NCC1)=O)NC(OC(C1(CC1)C1=CC(=CC=C1)Cl)C1=CC(=CC=C1)Cl)=O